C(C)(C)(C)OOC1(CCC(C#C1)(C)OOC(C)(C)C)C 2,5-bis(tert-butylperoxy)-2,5-dimethyl-3-cyclohexyne